C(#N)[Si](Cl)(C(F)(F)F)C(F)(F)F 1-cyano-1,1-bistrifluoromethyl-1-chlorosilane